CC(C#N)CCCCCCCC methyl-decanenitrile